CO[C@H]1CNC[C@@H]1C (3R,4S)-3-methoxy-4-methyl-pyrrolidin